C(#N)CCN(C(CN1C=NC2=NC(=NC(=C12)Cl)Cl)=O)C1=CC(=C(C=C1)C)C N-(2-cyanoethyl)-2-(2,6-dichloro-7H-purin-7-yl)-N-(3,4-dimethylphenyl)acetamide